ClC=1C=C(C=CC1N1C(N(C=C1)C)=O)C1=C(C(=CC(=C1)F)C1=CC(=NC=C1)N1CCN(CC1)C(COC)(C)C)O 1-(3-chloro-5'-fluoro-2'-hydroxy-3'-(2-(4-(1-methoxy-2-methylpropan-2-yl)piperazin-1-yl)pyridin-4-yl)-[1,1'-biphenyl]-4-yl)-3-methyl-1H-imidazol-2(3H)-one